1-methylpyrrolo[2,3-c]pyridine-2-carboxylic acid CN1C(=CC=2C1=CN=CC2)C(=O)O